[La].NC(CCN(NC([C@H](CC1CCC1)NC(=O)C1=NC=CN=C1)=O)C(C(F)Cl)=O)=O |r| N-[rac-(1S)-2-[2-(3-amino-3-oxo-propyl)-2-(2-chloro-2-fluoro-acetyl)hydrazino]-1-(cyclobutylmethyl)-2-oxo-ethyl]pyrazine-2-carboxamide lanthanum